FC(C(=O)O)(F)F.NCC1=CC=C(C=C1)NC(=O)C=1OC(=CC1)C#CCN 5-(3-amino-prop-1-ynyl)-furan-2-carboxylic acid (4-aminomethyl-phenyl)-amide trifluoroacetate